ClC1=CC=2N=CN=C(C2N=C1NCC1=CC=C(C=C1)OC)C=1C(=NN(C1)C)C1=CC=CC=C1 7-chloro-N-(4-methoxybenzyl)-4-(1-methyl-3-phenyl-1H-pyrazol-4-yl)pyrido[3,2-d]pyrimidin-6-amine